tert-butyl 4-(2-{[6-(trifluoromethyl)pyridin-2-yl]formamido}acetyl)-octahydropyrrolo[3,2-b]pyrrole-1-carboxylate FC(C1=CC=CC(=N1)C(=O)NCC(=O)N1CCC2N(CCC21)C(=O)OC(C)(C)C)(F)F